(E)-3-(4-bromophenyl)-1-(4-(2-methoxypyridin-4-yl)piperazin-1-yl)prop-2-en BrC1=CC=C(C=C1)/C=C/CN1CCN(CC1)C1=CC(=NC=C1)OC